BrC=1C=C(C(=NC1)N)O[C@@H](C)C1=C(C=C(C=C1)F)C1=CC(=NN1CC1=NN2C(OC(C2)(C)C)=C1)C (S)-5-bromo-3-(1-(2-(1-((2,2-dimethyl-2,3-dihydropyrazolo[5,1-b]oxazol-6-yl)methyl)-3-methyl-1H-pyrazol-5-yl)-4-fluorophenyl)ethoxy)pyridin-2-amine